ClC=1C=CC(=C(C1)C1=CC(=C(N=N1)SC(CO)(C)C)NC1=CC(=NC=C1)NC(=O)C1CC(C1)N1CCN(CC1)C)F N-(4-{[6-(5-chloro-2-fluorophenyl)-3-[(1-hydroxy-2-methylpropan-2-yl)sulfan-yl]pyridazin-4-yl]amino}-pyridin-2-yl)-3-(4-methyl-piperazin-1-yl)cyclobutane-1-carboxamide